C(N)(=O)C1=CC=C(C(=O)[O-])C=C1.[K+] potassium 4-carbamoylbenzoate